CN1C(C(=C(C=C1C)[O-])NC(N[C@@H](CC(=O)[O-])C1=CC=C(C=C1)OC1=C(C=CC=C1)OC)=O)=O.[Na+].[Na+] sodium sodium (S)-3-(3-(1,6-dimethyl-4-oxido-2-oxo-1,2-dihydropyridin-3-yl)ureido)-3-(4-(2-methoxyphenoxy)phenyl)propanoate